(2R)-Methyl-N-pentyl-4-(1-piperidyl)piperidine-1-carboxamide hydrochloride salt tert-Butyl-(2R)-methyl-4-(1-piperidyl)piperidine-1-carboxylate C(C)(C)(C)[C@@]1(N(CCC(C1)N1CCCCC1)C(=O)O)C.Cl.C[C@H]1N(CCC(C1)N1CCCCC1)C(=O)NCCCCC